COC=1C=CC2=CN3C(C(NC=4C=CC=CC34)=O)=C2C1 8-methoxy-isoindolo[2,1-A]quinoxalin-6-one